(tert-butyl)-3-(1-cyclopentyl-6-nitro-1H-indole-3-carbonyl)benzenesulfonamide C(C)(C)(C)C1=C(C=CC=C1C(=O)C1=CN(C2=CC(=CC=C12)[N+](=O)[O-])C1CCCC1)S(=O)(=O)N